Cl.FC(OC1=C(CNC=2C=3N(N=C(C2)SC2CCNCC2)C(=CN3)C(C)C)C=CC=C1)F N-(2-(difluoromethoxy)benzyl)-3-isopropyl-6-(piperidin-4-ylthio)imidazo[1,2-b]pyridazin-8-amine hydrochloride